N1(CCCC1)CC=1C=C(C=CC1)CNCC1=CC=C(C#N)C=C1 4-[({[3-(pyrrolidin-1-ylmethyl)phenyl]methyl}amino)methyl]benzonitrile